6-(2,4-Dichlorophenyl)-5-(4-((1-(3-fluoropropyl)azetidin-3-yl)methyl)phenyl)-7,8-dihydronaphthalin ClC1=C(C=CC(=C1)Cl)C1=C(C=2C=CC=CC2CC1)C1=CC=C(C=C1)CC1CN(C1)CCCF